C1(=CC=CC=C1)C#CC=1C(NC(NC1)=O)=O 5-(2-phenylethynyl)-1,3-dihydropyrimidine-2,4-dione